3-(1-(3-(5-((1-((1-(2,6-dioxopiperidin-3-yl)-1H-1,2,3-triazole-4-yl)methyl)piperidin-4-yl)methoxy)pyrimidin-2-yl)benzyl)-6-oxo-1,6-dihydropyridazin-3-yl)benzonitrile O=C1NC(CCC1N1N=NC(=C1)CN1CCC(CC1)COC=1C=NC(=NC1)C=1C=C(CN2N=C(C=CC2=O)C=2C=C(C#N)C=CC2)C=CC1)=O